[Na].N(C1=CC=CC=C1)C1=NC(=NC(=N1)S)S 6-anilino-1,3,5-triazine-2,4-dithiol monosodium